NCC(=O)NCOCCNC1=CC=C(C=C1)CCCC(C(=O)O)(C)C 5-(4-((2-((2-aminoacetamido)methoxy)ethyl)amino)phenyl)-2,2-dimethylpentanoic acid